COC(CCSC1=NC=CC(=N1)I)=O 3-((4-iodopyrimidine-2-yl)sulfanyl)propionic acid methyl ester